3-((1-cyclopentyl-1H-tetrazol-5-yl)(4-(3,5-dichloropyridin-4-yl)piperazin-1-yl)methyl)phenol C1(CCCC1)N1N=NN=C1C(C=1C=C(C=CC1)O)N1CCN(CC1)C1=C(C=NC=C1Cl)Cl